2-({6-[(furan-2-ylmethyl)amino]-9-(tetrahydro-2H-pyran-2-yl)-9H-purin-2-yl}amino)ethan-1-ol O1C(=CC=C1)CNC1=C2N=CN(C2=NC(=N1)NCCO)C1OCCCC1